C(CC=CCCCC)O 3-octene-1-ol